OC1C(CCCC1NC([O-])=O)NC(OC(C)(C)C)=O tert-butyl (2-hydroxycyclohexane-1,3-diyl)dicarbamate